[3-(4-Fluoro-pyridin-2-ylamino)-1-(2,2,2-trifluoro-ethyl)-1H-pyrazolo[4,3-c]pyridin-6-yl]-(4-hydroxy-4-methyl-piperidin-1-yl)-methanone FC1=CC(=NC=C1)NC1=NN(C2=C1C=NC(=C2)C(=O)N2CCC(CC2)(C)O)CC(F)(F)F